N[C@@]1(CN(CC1)C1=C(C=NC=C1C1=CC(=CC(=C1)F)F)C(=O)NC1CCCCC1)C 4-[(3S)-3-amino-3-methylpyrrolidin-1-yl]-N-cyclohexyl-5-(3,5-difluorophenyl)pyridine-3-carboxamide